2-[4-(4-Chlorophenyl)-5-{1H-pyrrolo[2,3-b]pyridin-4-yl}-1H-imidazol-1-yl]-1-(4-methylpiperazin-1-yl)ethan-1-one ClC1=CC=C(C=C1)C=1N=CN(C1C1=C2C(=NC=C1)NC=C2)CC(=O)N2CCN(CC2)C